N-(6-((1H-pyrazol-1-yl)methyl)-4-methoxyisoxazolo[4,5-c]pyridin-3-yl)-3-methoxy-5,6,7,8-tetrahydronaphthalene-2-sulfonamide N1(N=CC=C1)CC1=CC2=C(C(=N1)OC)C(=NO2)NS(=O)(=O)C2=CC=1CCCCC1C=C2OC